(2R)-1-{4-[3-(2-chloro-6-fluorophenyl)-4-(methoxymethyl)-1,2-oxazol-5-yl]-5-(trifluoromethyl)-1H-pyrazol-1-yl}propan-2-ol ClC1=C(C(=CC=C1)F)C1=NOC(=C1COC)C=1C=NN(C1C(F)(F)F)C[C@@H](C)O